CN(CCCN(C)C)C L-1-N,N,N',N'-tetramethyl-1,3-propanediamine